2-(4-(4-(aminomethyl)-1-oxo-1,2-dihydrophthalazin-6-yl)-1-methyl-1h-pyrazol-5-yl)-4-chloro-6-cyclopropoxy-3-fluorobenzonitrile tosylate S(=O)(=O)(O)C1=CC=C(C)C=C1.NCC1=NNC(C2=CC=C(C=C12)C=1C=NN(C1C1=C(C#N)C(=CC(=C1F)Cl)OC1CC1)C)=O